C1(CC1)OC1CCC(CC1)NC1=NC=C(C(=N1)N[C@H](C)C1CC1)C(=O)N 2-((1r,4R)-4-cyclopropoxycyclohexylamino)-4-((R)-1-cyclopropylethylamino)pyrimidine-5-carboxamide